[Cl-].OCCCC[N+](C)(CCCCCCCCCCCCCCCCCC)CCCCCCCCCCCCCCCCCC hydroxypropyl-bisstearyl-dimethyl-ammonium chloride